3-methyl-4,5-dihydro-2H-benzol CC1CC=CCC1